C(=O)C=1C(=CC(=NC1)NC(C(C)(C)C)=O)C(F)(F)F N-[5-formyl-4-(trifluoromethyl)-2-pyridyl]-2,2-dimethyl-propanamide